5-(9-(4-(4'-bromo-5'-oxo-5'H-spiro[cyclohexane-1,7'-indolo[1,2-a]quinazolin]-10'-yl)piperidin-1-yl)-3-azaspiro[5.5]undecan-3-yl)-2-(2,6-dioxopiperidin-3-yl)isoindoline-1,3-dione BrC=1C=2C(N=C3N(C2C=CC1)C1=CC(=CC=C1C31CCCCC1)C1CCN(CC1)C1CCC3(CCN(CC3)C=3C=C2C(N(C(C2=CC3)=O)C3C(NC(CC3)=O)=O)=O)CC1)=O